7,7'-Dimethoxy-4,4,4',4'-tetramethyl-4H,4'H-2,2'-bithieno[2,3-c]chromene COC=1C=CC=2C3=C(C(OC2C1)(C)C)SC(=C3)C3=CC1=C(C(OC=2C=C(C=CC12)OC)(C)C)S3